(R)-8-chloro-6-cyclopropyl-2-methyl-4-((1-(2-methyl-3-(trifluoromethyl)phenyl)ethyl)amino)-2,6-dihydropyrido[3,4-d]pyridazine-1,7-dione ClC=1C(N(C=C2C(=NN(C(C21)=O)C)N[C@H](C)C2=C(C(=CC=C2)C(F)(F)F)C)C2CC2)=O